3-[4-(3,3-dimethylpiperazin-1-yl)-3-methyl-2-oxo-benzimidazol-1-yl]piperidine-2,6-dione CC1(CN(CCN1)C1=CC=CC=2N(C(N(C21)C)=O)C2C(NC(CC2)=O)=O)C